OCCSCC(C)O 1-(2-hydroxyethylthio)-2-propanol